normal docosan CCCCCCCCCCCCCCCCCCCCCC